C(CCCCCCCCCCC)[NH3+].P(=O)([O-])([O-])OC.C(CCCCCCCCCCC)[NH3+] methyl alcohol phosphate dodecyl-ammonium salt